(3R)-4-[4-Chloro-2-(5-fluoro-2-pyridyl)-1H-imidazol-5-yl]-3-methyl-N-[(5-methyl-1,3,4-oxadiazol-2-yl)methyl]piperidine-1-sulfonamide ClC=1N=C(NC1C1[C@H](CN(CC1)S(=O)(=O)NCC=1OC(=NN1)C)C)C1=NC=C(C=C1)F